N-benzyl-N-(1-(9-(3-methyl-1,2,4-oxadiazol-5-yl)-3-oxa-9-azabicyclo[3.3.1]non-7-yl)piperidin-4-yl)acetamide C(C1=CC=CC=C1)N(C(C)=O)C1CCN(CC1)C1CC2COCC(C1)N2C2=NC(=NO2)C